N-(2-(4,4-Difluoropiperidin-1-yl)-6-methylpyrimidin-4-yl)-4-((3-hydroxypropyl)sulfonamido)-2-(6-azaspiro[2.5]octan-6-yl)benzamide FC1(CCN(CC1)C1=NC(=CC(=N1)NC(C1=C(C=C(C=C1)NS(=O)(=O)CCCO)N1CCC2(CC2)CC1)=O)C)F